oxidovanadium sulfate S(=O)(=O)([O-])[O-].O=[V+3].S(=O)(=O)([O-])[O-].S(=O)(=O)([O-])[O-].O=[V+3]